ethyl (E)-3-(3-thienyl)prop-2-enoate S1C=C(C=C1)/C=C/C(=O)OCC